4-chloro-3,5-bis[tribromomethyl]pyrazole ClC=1C(=NNC1C(Br)(Br)Br)C(Br)(Br)Br